3,5-dimethyl-3-cyclohexene-1-carbaldehyde CC=1CC(CC(C1)C)C=O